tert-butyl (S)-2-(1-amino-5-carbamoyl-4-(4-((5-chloropyridin-2-yl)carbamoyl)phenyl)-1H-imidazol-2-yl)piperidine-1-carboxylate NN1C(=NC(=C1C(N)=O)C1=CC=C(C=C1)C(NC1=NC=C(C=C1)Cl)=O)[C@H]1N(CCCC1)C(=O)OC(C)(C)C